C1(CCC1)COC1N(CCCC1)C1CCNCC1 (cyclobutylmethoxy)[1,4'-bipiperidine]